orthoformic acid triethyl ester C(C)OC(OCC)OCC